Benzothiophene-2-carbaldehyde S1C(=CC2=C1C=CC=C2)C=O